(7R,8aS)-7-(2,3-dichloro-6-hydroxyphenyl)-2-[1-hydroxy-3-methoxypropan-2-yl]-hexahydropyrrolo[1,2-a]pyrazin-4-one ClC1=C(C(=CC=C1Cl)O)[C@H]1C[C@@H]2N(C(CN(C2)C(CO)COC)=O)C1